C1=C(C=C(C(=C1Cl)F)Cl)[N+](=O)[O-] 3,5-dichloro-4-fluoronitrobenzene